CN(CCN(C=1C(=CC(=CC1)NC=1N=C(C2=C(N1)NC=C2)C2=CN(C1=CC=CC=C21)C)NCC(F)(F)F)C)C N1-(2-(dimethylamino)ethyl)-N1-methyl-N4-(4-(1-methyl-1H-indol-3-yl)-7H-pyrrolo[2,3-d]pyrimidin-2-yl)-N2-(2,2,2-trifluoroethyl)benzene-1,2,4-triamine